C(CC#C)C=1N=NC(=NN1)C1=CC=NC=C1 3-(but-3-yn-1-yl)-6-(pyridin-4-yl)-1,2,4,5-tetrazine